tert-butyl ((6,11-dihydrodibenzo[b,e]oxepin-6-yl) methyl)carbamate C1=CC=CC=2OC(C3=C(CC21)C=CC=C3)CNC(OC(C)(C)C)=O